3-chloro-9-(4-chlorophenyl)-2-methyl-7-((2S,4R)-2-(1-methyl-1H-pyrazol-4-yl)tetrahydro-2H-pyran-4-yl)-4H-pyrazino[1,2-a]pyrimidin-4-one ClC1=C(N=C2N(C1=O)C=C(N=C2C2=CC=C(C=C2)Cl)[C@H]2C[C@H](OCC2)C=2C=NN(C2)C)C